BrC(C(=O)OC(C)(C)C)CCBr tert-butyl 2,4-dibromobutyrate